ethyl (2S,3R)-2-(4-((tert-butoxy carbonyl)amino)phenyl)piperidine-3-carboxylate C(C)(C)(C)OC(=O)NC1=CC=C(C=C1)[C@H]1NCCC[C@H]1C(=O)OCC